2H,3H,4H-pyridine N1CCCC=C1